BrC=1C=C(C=C(C1)Cl)[C@@]1(CN2[C@H](CO1)CN(CC2)C(=O)C2=C(C(=CC=C2)OC)Cl)O [(3R,9aS)-3-(3-bromo-5-chloro-phenyl)-3-hydroxy-1,4,6,7,9,9a-hexahydropyrazino[2,1-c][1,4]oxazin-8-yl]-(2-chloro-3-methoxy-phenyl)methanone